C(#N)C1(CC1)C1=NOC(=C1)N1C(O[C@]2(C1)C[C@@](CCC2)(C)CN2C=NC1=C2C=C(C=C1)C#N)=O 1-({(5S,7S)-3-[3-(1-cyanocyclopropyl)-5-isoxazolyl]-7-methyl-2-oxo-1-oxa-3-azaspiro[4.5]dec-7-yl}methyl)-1H-benzimidazole-6-carbonitrile